mono-2-propyl ether CC(C)OC(C)C